C(C)C1C(NC2=CC=CC=C2N1N=O)=O 3-ethyl-4-nitroso-1,3-dihydroquinoxalin-2-one